2,2'-(2-methyl-p-phenylene)bis(3,1-benzoxazine-4-one) CC1=C(C=CC(=C1)C1=NC2=C(C(O1)=O)C=CC=C2)C2=NC1=C(C(O2)=O)C=CC=C1